C(C)[C@H]1CN(C=2C=CC=C3C2N1C(=C3)C3=NC1=C(N3C)C(=CC(=C1)C=O)F)CCCO (2-((S)-3-ethyl-1-(3-hydroxypropyl)-2,3-dihydro-1H-pyrrolo[1,2,3-de]quinoxalin-5-yl)-7-fluoro-1-methyl-1H-benzo[d]imidazol-5-yl)methanone